C(C(C)C)OCCOCCOC(=O)C=1C=CC=2C=3C=CC=C4C(=CC=C(C5=CC=CC1C52)C43)C(=O)OCCOCCOCC(C)C 3,9-Perylenedicarboxylic acid bis[2-(2-isobutoxyethoxy)ethyl] ester